O1CC(CC1)N1CCN(CC1)C1=CC=C(C=C1)B1OC(C(O1)(C)C)(C)C 1-(tetrahydrofuran-3-yl)-4-(4-(4,4,5,5-tetramethyl-1,3,2-dioxaborolan-2-yl)phenyl)piperazine